Isododecen C=CCCCCCCCC(C)C